1-((1-benzyl-1H-1,2,3-triazol-4-yl)methyl)-1H-tetrazole C(C1=CC=CC=C1)N1N=NC(=C1)CN1N=NN=C1